BrC=1C=C(C=CC1)CCNCC[C@]1(CCOC2(CCCC2)C1)C1=NC=CC=C1 [2-(3-bromophenyl)ethyl]({2-[(9R)-9-(pyridin-2-yl)-6-oxaspiro[4.5]decan-9-yl]ethyl})amine